C(C)(C)(C)OC(=O)N1[C@@H]2[C@@H]([C@@H](C[C@H]1CCC2)N=[N+]=[N-])F (1S,2S,3R,5R)-3-azido-2-fluoro-9-azabicyclo[3.3.1]nonane-9-carboxylic acid tert-butyl ester